CC1=C(C(=CC=C1)C)C1=NC(=NC(=C1)OCC1NC(CCC1(C)C)C1=NC=C(C=N1)OC(C)C)NS(=O)(=O)C=1C=C(C(=O)O)C=CC1 3-[[4-(2,6-Dimethylphenyl)-6-[[6-(5-isopropoxypyrimidin-2-yl)-3,3-dimethyl-2-piperidyl]methoxy]pyrimidin-2-yl]sulfamoyl]benzoic acid